ClC1=C2C(=NC=C1)NC(=C2C=2C=CC(=C(C2)NC(C=C)=O)C)C=2C=NC(=NC2)N2CCOCC2 N-(5-(4-chloro-2-(2-morpholinopyrimidin-5-yl)-1H-pyrrolo[2,3-b]pyridin-3-yl)-2-methylphenyl)acrylamide